ClC=1C(=C2C(=CN1)N(C=C2)COCC[Si](C)(C)C)C 5-chloro-4-methyl-1-((2-(trimethylsilyl)ethoxy)methyl)-1H-pyrrolo[2,3-c]Pyridine